(Z)-N-(5-((4-bromobenzyl)thio)-4H-1,2,4-triazol-3-yl)-5-((2-oxoindolin-3-ylidene)methyl)-1H-pyrrole-2-carboxamide BrC1=CC=C(CSC=2NC(=NN2)NC(=O)C=2NC(=CC2)\C=C\2/C(NC3=CC=CC=C23)=O)C=C1